6-(5-methyl-1H-pyrazol-4-yl)-2-[(2S*,5R*)-5-phenylpiperidin-2-yl]thieno[3,2-d]pyrimidin-4(3H)-one monohydrochloride Cl.CC1=C(C=NN1)C1=CC=2N=C(NC(C2S1)=O)[C@H]1NC[C@H](CC1)C1=CC=CC=C1 |o1:17,20|